N-(6-acetylbenzo[d][1,3]dioxol-5-yl)-2-(4-(5-fluoro-2-methoxybenzoyl)piperazin-1-yl)acetamide C(C)(=O)C=1C(=CC2=C(OCO2)C1)NC(CN1CCN(CC1)C(C1=C(C=CC(=C1)F)OC)=O)=O